C(C)(C)(C)OC(CN(CCC(C(=O)O)NC(CC(CC)CC)=O)CCCCC1=NC=2NCCCC2C=C1)=O 4-[(2-tert-butoxy-2-oxo-ethyl)-[4-(5,6,7,8-tetrahydro-1,8-naphthyridin-2-yl)butyl]amino]-2-(3-ethylpentanoylamino)butanoic acid